N-(2-chloro-3-(2-((4-(4-methylpiperazin-1-yl)phenyl)amino)quinazolin-8-yl)phenyl)acrylamide ClC1=C(C=CC=C1C=1C=CC=C2C=NC(=NC12)NC1=CC=C(C=C1)N1CCN(CC1)C)NC(C=C)=O